2,4-pentanediol CC(CC(C)O)O